COC([C@@H]1[C@H]([C@@H]([C@H]([C@](O)(O1)CC)OC(C)=O)OC(C)=O)OC(C)=O)=O Ethyl-2,3,4-tri-O-acetyl-β-D-glucopyranoseuronic acid methyl ester